O=C1NC(CCC1C1=CC=C(C=C1)N1CCC(CC1)C(=O)N1CCC(CC1)(C(=O)O)C)=O 1-(1-(4-(2,6-dioxopiperidin-3-yl)phenyl)piperidine-4-carbonyl)-4-methylpiperidine-4-carboxylic acid